C(CCCCCCCC)C1=C(C(=C(C(=C1[2H])[2H])O)[2H])[2H] 4-nonylphenol-d4